C(C)[C@@H]1N(C[C@H](N(C1)C(C)C=1C=CC=2N(C1)N=CC2F)CC)C=2C=1C(N(C(C2)=O)C)=CN(N1)CC#N 2-(7-((2S,5R)-2,5-diethyl-4-(1-(3-fluoropyrazolo[1,5-a]pyridin-6-yl)ethyl)piperazin-1-yl)-4-methyl-5-oxo-4,5-dihydro-2H-pyrazolo[4,3-b]pyridin-2-yl)acetonitrile